[Br-].[NH4+].NCCCC(C(C)(OCCCCCCCCCCCC)OCCCCCCCCCCCC)(C)C aminopropyl-dimethyl-bis(dodecyloxy)-propane ammonium bromide